(S)-4-(((3,5-dimethylpyridin-2-yl)methyl)(5,6,7,8-tetrahydroquinolin-8-yl)amino)-N-hydroxybutyramide CC=1C(=NC=C(C1)C)CN(CCCC(=O)NO)[C@H]1CCCC=2C=CC=NC12